4,4'-bis[(3-ethyl-3-oxetanyl)methyl]biphenyl C(C)C1(COC1)CC1=CC=C(C=C1)C1=CC=C(C=C1)CC1(COC1)CC